C(\C=C\C1=CC(OC)=C(O)C(OC)=C1)(=O)O.C(\C=C\C1=CC(OC)=C(O)C(OC)=C1)(=O)O.C(C(O)CC(=O)O)(=O)O malic acid disinapate